ClC=1C(=C(C=CC1)NC1=C(NC2=C1C(NCC2)=O)C2=C(C=NC=C2)OCC2NCC2(C)C)OC 3-[(3-chloro-2-methoxyphenyl)amino]-2-{3-[(3,3-dimethylazetidin-2-yl)methoxy]pyridin-4-yl}-1H,5H,6H,7H-pyrrolo[3,2-c]pyridin-4-one